N-acetyl-1H-pyrazole C(C)(=O)N1N=CC=C1